2-[2-(diethylamino)ethylthio]Acetic acid C(C)N(CCSCC(=O)O)CC